NC1=NC(=CC2=C1C(NN2C2=CC(=CC=C2)OC)=O)Cl 4-amino-6-chloro-1-(3-methoxyphenyl)-1,2-dihydro-3H-pyrazolo[4,3-c]pyridin-3-one